ClC=1C=C2C(=C3C1NC(NC31CCCCC1)=O)OC(=N2)C(=O)N2CCNCC2 5-chloro-2-(piperazine-1-carbonyl)-7,8-dihydro-6H-spiro[[1,3]oxazolo[5,4-f]quinazoline-9,1'-cyclohexane]-7-one